ethyl (6R)-6-[(2-chloro-4-fluorophenyl)sulfamoyl]cyclohexene-1-carboxylate ClC1=C(C=CC(=C1)F)NS(=O)(=O)[C@@H]1CCCC=C1C(=O)OCC